O=C1NC(CCC1NC1=C(C=C(C=C1)N1CCC(CC1)CN1CCN(CC1)C1=C(C=C(C=C1)NC=1N=C(N=NC1C(=O)N)N1CCCCC1)F)F)=O 5-((4-(4-((1-(4-((2,6-dioxopiperidin-3-yl)amino)-3-fluorophenyl)piperidin-4-yl)methyl)piperazin-1-yl)-3-fluorophenyl)amino)-3-(piperidin-1-yl)-1,2,4-triazine-6-carboxamide